Racemic-N-(6-amino-5-methyl-3-pyridyl)-2-[(2R,5S)-5-methyl-2-(1H-pyrazol-4-yl)-1-piperidyl]-2-oxo-acetamide NC1=C(C=C(C=N1)NC(C(=O)N1[C@H](CC[C@@H](C1)C)C=1C=NNC1)=O)C |r|